NCC(=O)N1[C@H]2C[C@]2(C[C@H]1C(=O)NCC1=CC(=CS1)C(=N)NC(OCC1=CC=CC=C1)=O)C benzyl ((5-(((1S,3S,5S)-2-glycyl-5-methyl-2-azabicyclo[3.1.0]hexane-3-carboxamido)methyl)thiophen-3-yl)(imino)methyl)carbamate